BrC=1C=CC(=NC1)C1=CN(C=C(C1=O)C(=O)O)CC1(CCOCC1)C#N 5-bromo-1'-[(4-cyanotetrahydro-2H-pyran-4-yl)methyl]-4'-oxo-1',4'-dihydro-2,3'-bipyridine-5'-carboxylic acid